4-acetoxyphenyl-methylbenzylsulfonium tetrakis(pentafluorophenyl)borate FC1=C(C(=C(C(=C1[B-](C1=C(C(=C(C(=C1F)F)F)F)F)(C1=C(C(=C(C(=C1F)F)F)F)F)C1=C(C(=C(C(=C1F)F)F)F)F)F)F)F)F.C(C)(=O)OC1=CC=C(C=C1)[S+](CC1=CC=CC=C1)C